2-(6-methoxynaphthalen-2-yl)-1,3-dithiol COC=1C=C2C=CC(=CC2=CC1)C1SC=CS1